(3R)-1-(5-bromopyrimidin-2-yl)piperidin-3-ol BrC=1C=NC(=NC1)N1C[C@@H](CCC1)O